NC1=NC(=C(C=2N1N=C(N2)C2COCC2)Br)C=2C=C(C#N)C=CC2 3-(5-amino-8-bromo-2-(tetrahydrofuran-3-yl)-[1,2,4]triazolo[1,5-c]pyrimidin-7-yl)benzonitrile